5-chloro-N-(4-{7H-imidazo[1,2-a][1,3]diazol-3-yl}-1,3-thiazol-2-yl)pyridin-2-amine ClC=1C=CC(=NC1)NC=1SC=C(N1)C1=CN=C2N1C=CN2